(R)-N-ethyl-3-((R)-phenyl((2-(6-(trifluoromethyl)pyridin-3-yl)ethyl)amino)methyl)-1,2,3,4-tetrahydropyrido[2,3-b]pyrazine-7-carboxamide C(C)NC(=O)C1=CC2=C(N[C@H](CN2)[C@H](NCCC=2C=NC(=CC2)C(F)(F)F)C2=CC=CC=C2)N=C1